O=C1NC(CCC1N1C(C2=CC=CC(=C2C1=O)OCC1=CC=C(C=C1)CN1CC=2N(CC1)C=C(N2)C(F)(F)F)=O)=O 2-(2,6-DIOXOPIPERIDIN-3-YL)-4-((4-((2-(TRIFLUOROMETHYL)-5,6-DIHYDROIMIDAZO[1,2-A]PYRAZIN-7(8H)-YL)METHYL)BENZYL)OXY)ISOINDOLINE-1,3-DIONE